OC(C)(C)C1=CN=C(S1)[S@](=O)(N)=NC(NC1=C2CCCC2=CC=2OCCC21)=O (S)-5-(2-hydroxypropan-2-yl)-N'-((3,5,6,7-tetrahydro-2H-indeno[5,6-b]furan-4-yl)carbamoyl)thiazole-2-sulfonimidamide